3,5-dihydroxy-1-adamantanecarboxylic acid OC12CC3(CC(CC(C1)(C3)O)C2)C(=O)O